CC1=C(OC=2CCC3=CN(N=C3C21)CC2=NC=CC=C2)C(=O)NCC=2OC=CN2 8-Methyl-N-(1,3-oxazol-2-ylmethyl)-2-(pyridin-2-ylmethyl)-4,5-dihydro-2H-furo[2,3-g]indazol-7-carboxamid